NCCNC(=O)NCCNC(C1=C(C=C(C=C1)NC=1C=2N(C=CN1)C(=CN2)C=2C(=NNC2)C(F)(F)F)Cl)=O N-[2-(2-aminoethylcarbamoylamino)ethyl]-2-chloro-4-[[3-[3-(trifluoromethyl)-1H-pyrazol-4-yl]imidazo[1,2-a]pyrazin-8-yl]amino]benzamide